N1(N=NC=C1)C[C@H]1N(C[C@@H](C1)NC(C1=NC=CC(=C1)C1=CC(=CC=C1)OC(F)(F)F)=O)C(=O)OC(C)(C)C tert-butyl (2S,4R)-2-((1H-1,2,3-triazol-1-yl)methyl)-4-(4-(3-(trifluoromethoxy)phenyl)picolinamido)pyrrolidine-1-carboxylate